FC(C(C(C(C(F)(F)F)(F)F)=O)(C(F)(F)F)F)(F)F perfluoro-2-methylpentane-3-one